[N+](=O)([O-])C1=CC=C(C=C1)C[C@H]1NC[C@@H]([C@H]1O)O (2R,3S,4S)-2-[(4-nitrophenyl)methyl]pyrrolidine-3,4-diol